2-methoxy-5-(1-(methylsulfonyl)-1H-pyrazol-4-yl)-N-(5-oxo-5,6,7,8-tetrahydro-1,6-naphthyridin-3-yl)benzenesulfonamide COC1=C(C=C(C=C1)C=1C=NN(C1)S(=O)(=O)C)S(=O)(=O)NC=1C=NC=2CCNC(C2C1)=O